2-methyl-1,6-naphthyridin CC1=NC2=CC=NC=C2C=C1